(2-((1-((2-((4-amino-5-oxo-5,6,7,8-tetrahydronaphthalen-1-yl) amino)-2-oxoethyl) amino)-1-oxo-3-phenylpropane-2-yl) amino)-2-oxoethyl) carbamate C(N)(OCC(=O)NC(C(=O)NCC(=O)NC1=CC=C(C=2C(CCCC12)=O)N)CC1=CC=CC=C1)=O